(4R)-4-benzyl-3-[(2S)-2-(2-chlorophenyl)-3-hydroxypropanoyl]-1,3-oxazolidin-2-one C(C1=CC=CC=C1)[C@H]1N(C(OC1)=O)C([C@H](CO)C1=C(C=CC=C1)Cl)=O